CC(CN=C=O)(CC(CCN=C=O)C)C 2,2,4-trimethyl-1,6-hexanediyl diisocyanate